CC(CC1=CC=CC=C1)(CC(C)C)NC(=O)C=1C=C2C(=NC1C)N(C=C2)C N-(2,4-dimethyl-1-phenylpentan-2-yl)-1,6-dimethyl-1H-pyrrolo[2,3-b]pyridine-5-carboxamide